calcium iodine [I].[Ca]